C(C)OC(=O)C1CCC(CC1)/C(/CC)=N/[S@](=O)C(C)(C)C.COC1=C(C=CC=C1)SCCSC1=C(C=CC=C1)OC 1,2-bis(2-methoxyphenylthio)ethane ethyl-(1R,4r)-4-((E)-1-(((R)-tert-butylsulfinyl)imino)propyl)cyclohexane-1-carboxylate